3,5-Dichloro-N-(2,3-dihydro-1H-inden-5-yl)isonicotinamide ClC1=C(C(=O)NC=2C=C3CCCC3=CC2)C(=CN=C1)Cl